1,4-dihydroxy-5,8-bis((2-[(2-hydroxyethyl)amino]ethyl)amino)-9,10-dihydroanthracene-9,10-dione OC1=CC=C(C=2C(C3=C(C=CC(=C3C(C12)=O)NCCNCCO)NCCNCCO)=O)O